FC(C1=NC(=CC(=C1)C1=NN(C=N1)/C=C(/C(=O)O)\C=1C=NC=NC1)C(F)(F)F)(F)F (E)-3-(3-(2,6-bis(trifluoromethyl)pyridin-4-yl)-1H-1,2,4-triazol-1-yl)-2-(Pyrimidin-5-yl)acrylic acid